(2-isopropyl-4-methylpyridin-3-yl)-1,4-dihydropyrido[2,3-b]pyrazine-2,3-dione C(C)(C)C1=NC=CC(=C1N1C2=C(NC(C1=O)=O)N=CC=C2)C